2-Phenyl-1-((1S*,5S*,9R*)-9-(3-(trifluoromethyl)phenyl)-4-oxa-1,3-diazabicyclo[3.3.1]non-6-en-3-yl)ethan-1-one C1(=CC=CC=C1)CC(=O)N1CN2CC=C[C@H](O1)[C@H]2C2=CC(=CC=C2)C(F)(F)F |o1:15,17|